2-Aminopyrimidin-4(3H)-one NC1=NC=CC(N1)=O